CS(=O)(=O)C=1NC2=CC(=CC=C2C1)NC(=O)NC1=CC=C(C=C1)C(F)(F)F 1-(2-(methylsulfonyl)-1H-indol-6-yl)-3-(4-(trifluoromethyl)phenyl)urea